5-formyl-4-methylpyridine-3-carbonitrile C(=O)C=1C(=C(C=NC1)C#N)C